COC=1C(=NC=CC1)C(C)N 1-(3-methoxypyridin-2-yl)ethane-1-amine